Amyl octyl carbonate C(OCCCCC)(OCCCCCCCC)=O